BrC1=C(C=CC(=C1)F)C1=C(N=C(O1)C)C(=O)C=1C(=NN(C1)CC1CC1)Cl 5-(2-bromo-4-fluorophenyl)-4-[3-chloro-1-(cyclopropylmethyl)-1H-pyrazole-4-carbonyl]-2-methyl-1,3-oxazole